COC1=NC2=C(N1C(=O)NCCC1=CC=CC=C1)C=C(C=C2)N2CCOCC2 2-methoxy-6-morpholino-N-phenethyl-1H-benzo[d]imidazole-1-carboxamide